C(C)(=O)C=1C(=NC(=CC1)N1C=NC2=C1C=CC(=C2)NC=2N=NC(=CC2)C)N2[C@H]1[C@H](CC2)N(CC1)C(=O)OC(C)(C)C |r| tertbutyl rac-trans-1-[3-acetyl-6-[5-[(6-methylpyridazin-3-yl)amino]benzimidazol-1-yl]-2-pyridyl]-2,3,3a,5,6,6a-hexahydropyrrolo[3,2-b]pyrrole-4-carboxylate